2-(1-methylpiperidin-2-yl)-1H-1,3-benzodiazol-5-amine CN1C(CCCC1)C1=NC2=C(N1)C=CC(=C2)N